O=C1NC(CCC1NC1=CC(=C(C=C1)N1CC2(C1)CC(C2)(O)CC(=O)O)F)=O 2-[2-[4-[(2,6-dioxo-3-piperidyl)amino]-2-fluoro-phenyl]-6-hydroxy-2-azaspiro[3.3]heptan-6-yl]acetic acid